N(=O)O[O-] peroxy-nitrite